Phenyl-(2,4,6-trimethylbenzoyl)phosphinic acid lithium salt [Li+].C1(=CC=CC=C1)P([O-])(=O)C(C1=C(C=C(C=C1C)C)C)=O